N-(6-(1H-Imidazol-1-yl)pyrimidin-4-yl)-6-methoxy-1H-indazol-5-amine formate C(=O)O.N1(C=NC=C1)C1=CC(=NC=N1)NC=1C=C2C=NNC2=CC1OC